4-((3-Cyclobutyl-1,2,4-oxadiazol-5-yl)methyl)piperidine-1-carboxylic acid tert-butyl ester C(C)(C)(C)OC(=O)N1CCC(CC1)CC1=NC(=NO1)C1CCC1